[Cl-].ClC1=C(C[Zn+])C=CC=C1 (2-chlorobenzyl)zinc (II) chloride